4-chloro-7,7-dimethyl-10-(1-(piperidin-4-ylmethyl)piperidin-4-yl)indolo[1,2-a]quinazolin-5(7H)-one ClC=1C=2C(N=C3N(C2C=CC1)C1=CC(=CC=C1C3(C)C)C3CCN(CC3)CC3CCNCC3)=O